ClC1=CC=C(CCOC=2C=C3C=CC(=CC3=CC2)C=2C=C(C(=NC2)C(=O)NCC(C(=O)O)(C)C)O)C=C1 3-(5-(6-(4-chlorophenethoxy)naphthalen-2-yl)-3-hydroxypicolinamido)-2,2-dimethylpropanoic acid